ClC1=NC=C(C(=C1)N1CCC2(CCCO2)CC1)C#CC1CN(CC1)C 8-(2-chloro-5-((1-methylpyrrolidin-3-yl)ethynyl)pyridin-4-yl)-1-oxa-8-azaspiro[4.5]decane